2-(methoxy(methyl)carbamoyl)azetidine-1-carboxylate CON(C(=O)C1N(CC1)C(=O)[O-])C